methyl 3-((S)-4-methyl-2-(4-oxoquinazolin-3(4H)-yl)pentanamido)-3-(4-methyl-3-morpholinophenyl)propanoate CC(C[C@@H](C(=O)NC(CC(=O)OC)C1=CC(=C(C=C1)C)N1CCOCC1)N1C=NC2=CC=CC=C2C1=O)C